(S)-2-(2-chloro-6-fluorobenzamido)-3-(4-(6-(dimethylamino)-3-methyl-2-oxo-2,3-dihydro-1H-benzo[d]imidazol-1-yl)phenyl)propanoic acid ClC1=C(C(=O)N[C@H](C(=O)O)CC2=CC=C(C=C2)N2C(N(C3=C2C=C(C=C3)N(C)C)C)=O)C(=CC=C1)F